O,O,O-Triethyl Phosphorothioate P(OCC)(OCC)(OCC)=S